N(=[N+]=[N-])C(C(=O)[O-])O azidoglycolate